C(C)(C)(C)OC(=O)C1NCC(C1)O 4-hydroxypyrrolidine-2-carboxylic acid tert-butyl ester